N-(2,6-Difluoro-4-((4-(trifluoromethyl)benzyl)amino)phenyl)heptanamid FC1=C(C(=CC(=C1)NCC1=CC=C(C=C1)C(F)(F)F)F)NC(CCCCCC)=O